(R)-1-(4-(6-Hydroxy-2,2-dimethyl-1,2,3,4-tetrahydronaphthalen-1-yl)phenyl)piperidine OC=1C=C2CCC([C@@H](C2=CC1)C1=CC=C(C=C1)N1CCCCC1)(C)C